1,7-Di-tert-butyl 4,10-bis({[1-(benzyloxy)-6-oxopyridin-2-yl]methyl})-1,4,7,10-tetraazacyclododecane-1,7-dicarboxylate C(C1=CC=CC=C1)ON1C(=CC=CC1=O)CN1CCN(CCN(CCN(CC1)C(=O)OC(C)(C)C)CC=1N(C(C=CC1)=O)OCC1=CC=CC=C1)C(=O)OC(C)(C)C